C(C(C)(C)C)OC([C@@H](NP(=O)(OC1=CC=CC=C1)OC1=CC=C(C=C1)[N+](=O)[O-])C)=O ((4-Nitrophenoxy)(phenoxy)phosphoryl)-L-alanine neopentyl ester